ClC1=CC=C(C=C1)C1=C(CCC(C1)(C)C)CN1CCC(CC1)NC=1C=C2CN(C(C2=CC1)=O)C1C(NC(CC1)=O)=O 3-(5-((1-((4'-chloro-5,5-dimethyl-3,4,5,6-tetrahydro-[1,1'-biphenyl]-2-yl)methyl)piperidin-4-yl)amino)-1-oxoisoindolin-2-yl)piperidine-2,6-dione